CN1C=CC2=CC(=CC=C12)NC(=O)N 1-[(1-methylindole-5-yl)amino]methanamide